decyl-(sulfoxy)benzenesulfonic acid disodium salt [Na+].[Na+].C(CCCCCCCCC)C=1C(=C(C=CC1)S(=O)(=O)[O-])OS(=O)(=O)[O-]